ClC1=NC=CC(=C1)OC1=C(N=C(S1)C1=CCCC1)C1=CC=CC=C1 5-((2-chloropyridin-4-yl)oxy)-2-(cyclopent-1-en-1-yl)-4-phenylthiazole